1-acetyl-3-((S)-2-amino-3,3-dimethylbutyryl)-6,6-dimethyl-3-azabicyclo[3.1.0]hexane-2-carboxylic acid methyl ester COC(=O)C1C2(C(C2CN1C([C@H](C(C)(C)C)N)=O)(C)C)C(C)=O